methyl 2-(3-iodophenyl)-2-methylnon-8-enoate IC=1C=C(C=CC1)C(C(=O)OC)(CCCCCC=C)C